ClC1=NNC2=NC=C(C(=C21)CC(=O)N2[C@H](C1=CC=CC(=C1CC2)C(C(F)F)(C)O)C)Cl 2-(3,5-dichloro-1H-pyrazolo[3,4-b]pyridin-4-yl)-1-[(1S)-5-[2,2-difluoro-1-hydroxy-1-methyl-ethyl]-1-methyl-3,4-dihydro-1H-isoquinolin-2-yl]ethanone